ClN([C@@H](CC1=CC=C(C=C1)O)C(=O)O)Cl N,N-dichlorotyrosine